ClCC[Si](OC)(OC)OC 2-chloroethyltrimethoxysilane